ClC1=NC=C(C(=N1)NC=1C=NC(=CC1)C1CC1)C(=O)OCC ethyl 2-chloro-4-((6-cyclopropylpyridin-3-yl)amino)pyrimidine-5-carboxylate